C(#N)CCN(C(=O)C=1C=CC=2N(C1)C(=CN2)C=2C=CC(=NC2)NC(OC)=O)C2=CC=C(C=C2)C methyl N-[5-[6-[2-cyanoethyl(p-tolyl) carbamoyl]imidazo[1,2-a]pyridin-3-yl]-2-pyridyl]carbamate